COC(C1=NC(=C(C(=C1)OC)[N+](=O)[O-])NC[C@H]1OCC1)=O (S)-4-methoxy-5-nitro-6-((oxetan-2-ylmethyl)amino)picolinic acid methyl ester